8-Oxa-2-aza-spiro[4.5]decane-2-carboxylic acid [4-methoxy-7-(5-methyl-furan-2-yl)-thiazolo[4,5-c]pyridin-2-yl]-amide COC1=NC=C(C2=C1N=C(S2)NC(=O)N2CC1(CC2)CCOCC1)C=1OC(=CC1)C